Cl.CN1C=C(C(C(=C1C)C1=CC=CC=C1)=O)C(=O)N 1,6-dimethyl-4-oxo-5-phenylpyridine-3-carboxamide hydrochloride